4-[4-[2-(hydroxyamino)-2-oxo-ethyl]-3,5-diphenyl-pyrazol-1-yl]Benzoic acid ONC(CC=1C(=NN(C1C1=CC=CC=C1)C1=CC=C(C(=O)O)C=C1)C1=CC=CC=C1)=O